C(CCC)C1=NN=NN1C Butyl-1-methyl-tetrazol